C(C)C1(CCCC2CCCCC12)OC(=O)C1C2C3C4C=CC(C3C(C1)C2)C4 8-(1-ethyldecahydronaphthalene-1-yloxycarbonyl)-tetracyclo[4.4.0.12,5.17,10]-3-dodecene